C(C)(=O)NCCCN(CCCCCCCC(=O)OC(CCCCCCCC)CCCCCCCC)CCCCCCOC(=O)OCCCCCCCCC heptadecan-9-yl 8-((3-acetamidopropyl)(6-(((nonyloxy)carbonyl)oxy)hexyl)amino)octanoate